C1(CCCC1)C1=C(C=NC=2N1N=CC2)NC(=O)NC=2C=NC(=C(C2)F)C2=NOC(=N2)CCCCCN2CCN(CC2)C=2C=C1CN(C(C1=CC2)=O)C2C(NC(CC2)=O)=O 1-(7-cyclopentylpyrazolo[1,5-a]pyrimidin-6-yl)-3-[6-[5-[5-[4-[2-(2,6-dioxo-3-piperidyl)-1-oxo-isoindolin-5-yl]piperazin-1-yl]pentyl]-1,2,4-oxadiazol-3-yl]-5-fluoro-3-pyridyl]urea